1-(3-tert-butyl-1-methyl-1H-pyrazol-5-yl)-3-(trans-1-(2-methoxyethyl)-4-phenylpyrrolidin-3-yl)urea C(C)(C)(C)C1=NN(C(=C1)NC(=O)N[C@@H]1CN(C[C@H]1C1=CC=CC=C1)CCOC)C